2-chloro-N-ethyl-5-[(2S)-2-(trifluoromethylsulfonylamino)propoxy]pyridine-3-carboxamide ClC1=NC=C(C=C1C(=O)NCC)OC[C@H](C)NS(=O)(=O)C(F)(F)F